CC1(OC=2C=C(C=C(C2[C@@H]2[C@@H]1CCC(=C2)C)O)CCC)C (6As,10aS)-6,6,9-trimethyl-3-propyl-6a,7,8,10a-tetrahydrobenzo[c]chromen-1-ol